valyl-L-valinic acid N[C@@H](C(C)C)C(=O)N[C@@H](C(C)C)C(=O)O